tert-butyl 4-(4-bromo-5-fluoro-2-nitrobenzamido)piperidine-1-carboxylate BrC1=CC(=C(C(=O)NC2CCN(CC2)C(=O)OC(C)(C)C)C=C1F)[N+](=O)[O-]